O=C1NC(CC(C1)C1=CC(=C(C=C1)N1CCN(CC1)C(=O)OCCCC)C(F)(F)F)=O butyl 4-(4-(2,6-dioxopiperidin-4-yl)-2-(trifluoromethyl)phenyl)piperazine-1-carboxylate